BrC1=C(C=C(C=C1)NC(C1=CN=C(C=C1)C1=C(C=C(C=C1)C1=NOC(=N1)C)C#N)=O)OCCN(C)C N-(4-bromo-3-(2-(dimethylamino)ethoxy)phenyl)-6-(2-cyano-4-(5-methyl-1,2,4-oxadiazol-3-yl)phenyl)nicotinamide